2-[(3S)-1-[(2R)-2-[4-(2-chloro-4-fluoro-phenyl)-2-oxo-chromen-7-yl]oxypropionyl]-3-piperidinyl]acetic acid methyl ester COC(C[C@H]1CN(CCC1)C([C@@H](C)OC1=CC=C2C(=CC(OC2=C1)=O)C1=C(C=C(C=C1)F)Cl)=O)=O